BrC=1SC=CC1C(=O)NC1=C(C=C(C=C1)OC)C 2-bromo-N-(4-methoxy-2-methylphenyl)thiophene-3-carboxamide